C(CCCCCCCCCCC)SC(CCC)C1=C(CCCC1(C)C)C 4-dodecylsulfanyl-4-(2,6,6-trimethylcyclohexen-1-yl)butan